[Cl-].BrC1=CC=C(C=C1)C=1N(C=[N+]2C1C=1NC3=CC=CC=C3C1C=C2)CC2=CC=C(C=C2)F 1-(4-Bromophenyl)-2-(4-fluorobenzyl)-2,11-dihydroimidazo[1',5':1,2]pyrido[3,4-b]indol-4-ium chloride